(2S,3R)-2-amino-3-hydroxybutyramide hydrochloride Cl.N[C@H](C(=O)N)[C@@H](C)O